7-cyclohexylethyl-5,6,7,8-tetrahydro-1,6-naphthyridine-2-sulfonate C1(CCCCC1)CCC1NCC=2C=CC(=NC2C1)S(=O)(=O)[O-]